2-chloro-3-[(S)-methylsulfinyl]-4-(trifluoromethyl)benzoic acid ClC1=C(C(=O)O)C=CC(=C1[S@@](=O)C)C(F)(F)F